3-{[(5-fluoro-6-methoxy-1,2,3,4-tetrahydronaphthalen-1-yl)methyl]amino}pyridine-4-carboxylic acid FC1=C2CCCC(C2=CC=C1OC)CNC=1C=NC=CC1C(=O)O